C(C)(C)(C)OC(=O)NS(=O)(=O)N(C1CC2(CN(C2)C(=O)OC(C)(C)C)C1)CC1CCC1 tert-butyl 6-((N-(tert-butoxycarbonyl)sulfamoyl)(cyclobutylmethyl)amino)-2-azaspiro[3.3]heptane-2-carboxylate